6-chloro-N-[2-(4-methylpiperazin-1-yl)-5-[4-(3-morpholinopropylcarbamoyl)triazol-1-yl]phenyl]-4-(trifluoromethyl)pyridine-3-carboxamide ClC1=CC(=C(C=N1)C(=O)NC1=C(C=CC(=C1)N1N=NC(=C1)C(NCCCN1CCOCC1)=O)N1CCN(CC1)C)C(F)(F)F